N[C@H](C(=O)O)[C@@H](C(F)(F)F)NC(=N)N (2S,3S)-2-amino-3-carbamimidamido-4,4,4-trifluorobutanoic acid